(cyclopropylmethyl)-7-morpholino-5-(3-(m-tolyl)-1H-pyrazol-1-yl)pyrazolo[1,5-a]pyrimidine-2-carboxamide C1(CC1)CC=1C(=NN2C1N=C(C=C2N2CCOCC2)N2N=C(C=C2)C=2C=C(C=CC2)C)C(=O)N